FC(CO)(OC=1C=CC(=NC1)C1=C(C(=NC(=C1C#N)SCC=1C=NC=CC1)NC)C#N)F 5-(1,1-difluoro-2-hydroxyethoxy)-2'-(methylamino)-6'-((pyridin-3-ylmethyl)thio)-[2,4'-bipyridine]-3',5'-dicarbonitrile